4-(5-(2-(methyl-d3)propionamido-3,3,3-d3)benzo[d]oxazol-2-yl)picolinic acid methyl ester COC(C1=NC=CC(=C1)C=1OC2=C(N1)C=C(C=C2)NC(C(C([2H])([2H])[2H])C([2H])([2H])[2H])=O)=O